alpha-(isopropylaminomethyl)protocatechuyl alcohol CC(C)NCC(C1=CC(=C(C=C1)O)O)O